6-methyl-2-phenyl-1-(3-phenylpropyl)-1H-benzo[d]imidazole CC=1C=CC2=C(N(C(=N2)C2=CC=CC=C2)CCCC2=CC=CC=C2)C1